ClC(C(CN1[C@@H](C[C@H](C1)F)C(=O)OC)=C)C methyl (2S,4R)-1-(3-chloro-2-methylenebutyl)-4-fluoro-pyrrolidine-2-carboxylate